1,4-di(triphenylmethyl)benzene C1(=CC=CC=C1)C(C1=CC=C(C=C1)C(C1=CC=CC=C1)(C1=CC=CC=C1)C1=CC=CC=C1)(C1=CC=CC=C1)C1=CC=CC=C1